BrC=1N=C2N(C1)C(CC2O[Si](C2=CC=CC=C2)(C2=CC=CC=C2)C(C)(C)C)C2=CC(=CC(=C2)F)F 2-bromo-7-((tert-butyldiphenylsilyl)oxy)-5-(3,5-difluorophenyl)-6,7-dihydro-5H-pyrrolo[1,2-a]imidazole